IC1=CN=C2N1C=C(C(=C2)OC)C(=O)N2CCOCC2 (3-iodo-7-methoxyimidazo[1,2-a]pyridin-6-yl)(morpholino)methanone